C(C=C)C1=CN=C(C(=C1C=O)F)Cl 5-allyl-2-chloro-3-fluoroisonicotinaldehyde